[Si](C)(C)(C(C)(C)C)OCC[C@H](C)N1N=C(C=2C=NC(=CC21)Cl)C#CC (S)-1-(4-((tert-butyldimethylsilyl)oxy)butan-2-yl)-6-chloro-3-(prop-1-yn-1-yl)-1H-pyrazolo[4,3-c]pyridine